C(CC\C=C\C)=O Trans-4-Hexenal